C(#N)C[C@H]1N(CC[C@@H](C1)O)C(=O)OC(C)(C)C tert-butyl (2R,4S)-2-(cyano-methyl)-4-hydroxypiperidine-1-carboxylate